tetra(allyloxy)ethane C=CCOC(C(OCC=C)OCC=C)OCC=C